ClC=1N=C2C(=NC1N1CCNCC1)NN=C2C2=C(C(=CC=C2)Cl)Cl 1-[5-chloro-3-(2,3-dichlorophenyl)-1H-pyrazolo[3,4-b]pyrazine-6-yl]piperazine